C(C)OC(=O)C1=C(NC(=N[C@H]1C1=C(C(=CC=C1)F)C)C=1SC=CN1)C12C3C4C5(C(C14)C2C53)C(=O)O |o1:10| (1R,2R,3R,8S)-4-((S*)-5-(ethoxycarbonyl)-6-(3-fluoro-2-methylphenyl)-2-(thiazol-2-yl)-3,6-dihydropyrimidin-4-yl)cubane-1-carboxylic Acid